OCC1(CCN(CC1)C(CCCCCNC(CCCCCNC(C(F)(F)F)=O)=O)=O)COC(C1=CC=C(C=C1)OC)(C1=CC=C(C=C1)OC)C1=CC=C(C=C1)OC N-(6-(4-(hydroxymethyl)-4-((tris(4-methoxyphenyl)methoxy)methyl)piperidin-1-yl)-6-oxohexyl)-6-(2,2,2-trifluoroacetamido)hexanamide